(S)-2-((((9H-fluoren-9-yl)methoxy)carbonyl)amino)-3-(4-(4-((allyloxy)carbonyl)piperazin-1-yl)phenyl)propanoic acid C1=CC=CC=2C3=CC=CC=C3C(C12)COC(=O)N[C@H](C(=O)O)CC1=CC=C(C=C1)N1CCN(CC1)C(=O)OCC=C